6-Fluoro-4-(4,4,5,5-tetramethyl-1,3,2-dioxaborolan-2-yl)indoline FC1=CC(=C2CCNC2=C1)B1OC(C(O1)(C)C)(C)C